azabicyclo[3.1.0]hexane-3-carboxylic acid ethyl ester C(C)OC(=O)C1CN2CC2C1